C(#C)C=1C=C(C2=CC=CC=C2C1)C1=C(C=C2C(=NC(=NC2=C1F)OCC12CCCN2CCC1)N1C[C@@H](N(CC1)C(C(=C)F)=O)CC#N)F 2-((2S)-4-(7-(3-ethynylnaphthalen-1-yl)-6,8-difluoro-2-((tetrahydro-1H-pyrrolizine-7a(5H)-yl)methoxy)quinazolin-4-yl)-1-(2-fluoroacryloyl)piperazin-2-yl)acetonitrile